OC[C@H](C(=O)OC)N1CCN(CCNCCN(CC1)[C@H](C(OC)=O)CO)[C@H](C(=O)OC)CO 7-[(2R)-3-hydroxy-1-methoxy-1-oxopropan-2-yl]-4,10-bis[(2S)-3-hydroxy-1-methoxy-1-oxopropan-2-yl]-1,4,7,10-tetraazacyclododecan